(6-(4-((4-(1H-pyrazol-4-yl)phenyl)amino)pyrimidin-2-yl)-1H-indol-2-yl)(3-hydroxyazetidin-1-yl)methanone N1N=CC(=C1)C1=CC=C(C=C1)NC1=NC(=NC=C1)C1=CC=C2C=C(NC2=C1)C(=O)N1CC(C1)O